4-(6-methylchroman-4-yl)-1H-imidazole CC=1C=C2C(CCOC2=CC1)C=1N=CNC1